6-fluoroquinoline-2-carbaldehyde FC=1C=C2C=CC(=NC2=CC1)C=O